ClC1=C(C(=O)N2COC3=C(C2)C=CC=C3C3=CC(=C(C(=O)O)C=C3F)N3CCOCC3)C(=CC(=C1)OC1CCN(CC1)C)Cl 4-[3-[2,6-Dichloro-4-(1-methyl-piperidin-4-yl)oxybenzoyl]-2,4-dihydro-1,3-benzoxazin-8-yl]-5-fluoro-2-morpholin-4-ylbenzoic acid